p-Aminophenylalanine C1=CC(=CC=C1CC(C(=O)O)N)N